bis[4-(3-aminophenoxy)-phenyl]Sulfone NC=1C=C(OC2=CC=C(C=C2)S(=O)(=O)C2=CC=C(C=C2)OC2=CC(=CC=C2)N)C=CC1